C(C1=CC=CC=C1)N1C(C(NC2=CC(=CC=C12)F)=O)C(F)F 4-benzyl-3-(difluoromethyl)-7-fluoro-3,4-dihydroquinoxalin-2(1H)-one